5-methyl-pyrrolidin-3-ylmethanesulfonamide CC1CC(CN1)CS(=O)(=O)N